ClC1=C(C=CC(=C1)C(F)(F)F)NC(CN1C(=C(C(N2N=C(N=C12)C1=CN2C=C(N=C2C=C1)C)=O)N1CCN(CC1)C(=O)C1=NC=NC(=C1O)C)CC)=O N-[2-chloro-4-(trifluoromethyl)phenyl](6-ethyl-5-{4-[(5-hydroxy-6-methyl-4-pyrimidinyl)carbonyl]-1-piperazinyl}-2'-methyl-4-oxo-7H-1,1',3,3a,3a',7-hexaaza-2,5'-biindenyl-7-yl)acetamide